FC=1C=C(C=CC1C1=CC=NC=C1)C1=NNC(OC1)=O 5-[3-fluoro-4-(pyridin-4-yl)phenyl]-3,6-dihydro-2H-1,3,4-oxadiazin-2-one